FC=1C=C2C(C(=CN3C2=C(C1N1C[C@@H](CC1)NC1=NC=C(C=N1)[N+](=O)[O-])OC[C@@H]3C)C(=O)O)=O (S)-9-fluoro-3-methyl-10-((R)-3-((5-nitropyrimidin-2-yl)amino)pyrrolidin-1-yl)-7-oxo-2,3-dihydro-7H-[1,4]oxazino[2,3,4-ij]quinoline-6-carboxylic acid